C(CC1=C(C(=CC(=C1)C(C)(C)C)C(C)(C)C)O)C1=C(C(=CC(=C1)C(C)(C)C)C(C)(C)C)O ethylene-bis(4,6-di-t-butylphenol)